Dipropylen Glycol Dimethyl Ether COC(C)COC(C)COC